COC=1C=C(C=C(C1)OC)N1C(CN(C(C1)=O)C(C1=CC=C(C=C1)F)=O)=O (3,5-dimethoxyphenyl)-4-(4-fluorobenzoyl)piperazine-2,5-dione